FCCCCS (4-fluorobutyl) mercaptan